N1=CC=CC=2CCCC(C12)=O 5,6,7-Trihydroquinolin-8-one